S1C(=NC2=C1C=CC=C2)NC2=C(C1=C(N=N2)N(CCC1)C=1SC(=C(N1)C(=O)OC)CCCO[Si](C1=CC=CC=C1)(C1=CC=CC=C1)C(C)(C)C)C methyl 2-[3-(1,3-benzothiazol-2-ylamino)-4-methyl-6,7-dihydro-5H-pyrido[2,3-c]pyridazin-8-yl]-5-[3-[tert-butyl(diphenyl)silyl]oxypropyl]thiazole-4-carboxylate